The molecule is a p-menthane monoterpenoid that is delta-terpineol in which the hydroxy hydrogen has been replaced by an acetyl group. It has a role as a volatile oil component and a plant metabolite. It is a p-menthane monoterpenoid, an acetate ester, an alicyclic compound and an olefinic compound. CC(=O)OC(C)(C)C1CCC(=C)CC1